O1CNCC2=C1CCCC2 3,4,7,8-tetrahydro-2H,6H-1,3-benzoxazine